CN(C(=O)C1[C@H]2CN(C[C@@H]12)C(=O)C1=NNC(=C1)C(C)C)C1(CC1)C (1R,5S,6r)-N-Methyl-N-(1-methylcyclopropyl)-3-[5-(propan-2-yl)-1H-pyrazol-3-carbonyl]-3-azabicyclo[3.1.0]hexan-6-carboxamid